4-amino-5-benzoyl-2-[(3,4-dichlorophenyl)amino]-N-(4-ethoxyphenyl)thiophene-3-carboxamide NC=1C(=C(SC1C(C1=CC=CC=C1)=O)NC1=CC(=C(C=C1)Cl)Cl)C(=O)NC1=CC=C(C=C1)OCC